(5R,8R)-N-(4-chloro-2-fluorobenzyl)-5-fluoro-8-hydroxy-5,6,7,8-tetra-hydroquinoline-5-carboxamide ClC1=CC(=C(CNC(=O)[C@@]2(C=3C=CC=NC3[C@@H](CC2)O)F)C=C1)F